2-(6-methyl-2-pyridinyl)ethanone CC1=CC=CC(=N1)CC=O